benzoimidazole-5-carboxylic acid propylamide C(CC)NC(=O)C1=CC2=C(N=CN2)C=C1